C(#N)C1=CC=C(C=C1)N1C(COCC1)=O 4-(4-cyanophenyl)-morpholine-3-one